FC1=CC(=C(NC2=NC=CC(=N2)N2C(N(C3=C2C=CC=C3)C)=O)C=C1[N+](=O)[O-])C 1-(2-(4-fluoro-2-methyl-5-nitroanilino)pyrimidin-4-yl)-3-methyl-1,3-dihydro-2H-benzo[d]imidazole-2-one